FC1=CC2=C(OCCCN2C2=CC=C(C(=N2)C(=O)O)N(C(C(C2=CC=CC=C2)C2=CC=CC=C2)=O)C)C=C1 6-(7-fluoro-3,4-dihydrobenzo[b][1,4]oxazepine-5(2H)-yl)-3-(N-methyl-2,2-diphenylacetamido)picolinic acid